FC1=CC(=CC(=N1)N1C(C2=C(N=C(N=C2)N2N=NC=C2)CC1)OC)OC 6-(6-fluoro-4-methoxy-2-pyridyl)-5-methoxy-2-(triazol-1-yl)-7,8-dihydro-5H-pyrido[4,3-d]Pyrimidine